N-[4-(4-aminoanilino)phenyl]acetamide propyl-orthoacetate C(CC)OC(C)(O)O.NC1=CC=C(NC2=CC=C(C=C2)NC(C)=O)C=C1